FC1=CC=C(C=C1)C[C@](C)(C(NCCO)=O)NC(=O)C=1C=2C[C@@H]3[C@H](C2N(N1)C(C)(C)C)C3 (1aR,5aR)-2-tert-Butyl-1a,2,5,5a-tetrahydro-1H-2,3-diaza-cyclopropa[a]pentalene-4-carboxylic acid [(R)-2-(4-fluoro-phenyl)-1-(2-hydroxyethylcarbamoyl)-1-methyl-ethyl]-amide